FC(C1=NN=C(O1)C1=CC(=C(C=C1)CN1N=NC(=C1)C=1C=C2C=C(N=CC2=CC1)N)F)F 6-[1-({4-[5-(Difluoromethyl)-1,3,4-oxadiazol-2-yl]-2-fluorophenyl}methyl)-1H-1,2,3-triazol-4-yl]isoquinolin-3-amine